(12S)-3,4-dichloro-2-methoxy-12-methyl-6b,7,8,12-tetrahydropyrazino[1',2':1,2]pyrrolo[3,4-c]quinoline-9,10-dione ClC1=C(C=C2C3=C(C=NC2=C1Cl)C1N([C@H]3C)C(C(NC1)=O)=O)OC